(R)-1-(4-((1-(3-(difluoromethyl)-2-fluorophenyl)ethyl)amino)-2-methyl-7-((tetrahydro-2H-pyran-4-yl)amino)pyrido[2,3-d]pyrimidin-6-yl)cyclopropane-1-carbonitrile FC(C=1C(=C(C=CC1)[C@@H](C)NC=1C2=C(N=C(N1)C)N=C(C(=C2)C2(CC2)C#N)NC2CCOCC2)F)F